7-(((R)-3-methylpiperazin-1-yl)methyl)-2-(pent-2-yloxy)imidazo[2,1-f][1,2,4]triazin-4-amine C[C@@H]1CN(CCN1)CC1=CN=C2C(=NC(=NN21)OC(C)CCC)N